[Cl-].ClCC(CCN(C)C)O (L)-3-chloro-2-hydroxypropyl-trimethylamine chloride